FC(C1=C(C=CC(=C1)C(F)(F)F)C1C(C2=CC=C(C=C2CC1)F)=O)(F)F [2,4-bis(trifluoromethyl)phenyl]-6-fluoro-1,2,3,4-tetrahydronaphthalen-1-one